FC1=CC=C(C=C1)[C@H]1N(OCC1)C(=O)[C@@H]1CC[C@H](CC1)CC=1N(N=CC1)C trans-[(3S)-3-(4-fluorophenyl)isoxazolidin-2-yl]-[4-[(2-methylpyrazol-3-yl)methyl]cyclohexyl]methanone